N-[3-fluoro-4-({7-methoxy-6-[(2-morpholinoethyl)carbamoyl]quinolin-4-yl}oxy)phenyl]-5-(4-fluorophenyl)-6-oxo-2,3,5,6-tetrahydrofuro[3,2-c]pyridine-7-carboxamide FC=1C=C(C=CC1OC1=CC=NC2=CC(=C(C=C12)C(NCCN1CCOCC1)=O)OC)NC(=O)C1=C2C(=CN(C1=O)C1=CC=C(C=C1)F)CCO2